C(C)OC(=O)C=1C(=NC=CC1)C(F)(F)F 2-(trifluoromethyl)-pyridine-3-carboxylic acid ethyl ester